CC1(CN(CCC1CN1C(C=C(C=C1)C1=CC=CC=C1)=O)C(=O)[O-])C 3,3-dimethyl-4-((2-oxo-4-phenylpyridin-1(2H)-yl)methyl)piperidine-1-carboxylate